Cl.C(C1=CC=CC=C1)N[C@@H](C(C)C)C(=O)N1[C@@H](C[C@H](C1)C(F)(F)F)C(=O)O benzyl-L-valyl-(4R)-4-(trifluoromethyl)-L-proline, hydrochloride